4-[3-[2,6-Dichloro-4-[2-(dimethylamino)ethoxy]benzoyl]-2,4-dihydro-1,3-benzoxazin-8-yl]-2-morpholin-4-ylbenzoic acid ClC1=C(C(=O)N2COC3=C(C2)C=CC=C3C3=CC(=C(C(=O)O)C=C3)N3CCOCC3)C(=CC(=C1)OCCN(C)C)Cl